2-(methacryloyloxy)-ethyl phosphate P(=O)(OCCOC(C(=C)C)=O)([O-])[O-]